(4-(4-amino-7-(1-isobutyrylpiperidin-4-yl)pyrrolo[2,1-f][1,2,4]triazin-5-yl)phenyl)-1-cyclopropyl-2,2'-dimethyl-4-oxo-1,4-dihydro-[3,3'-bipyridine]-5-carboxamide NC1=NC=NN2C1=C(C=C2C2CCN(CC2)C(C(C)C)=O)C2=CC=C(C=C2)C2=C(C(C(=C(N2C2CC2)C)C=2C(=NC=CC2)C)=O)C(=O)N